4-((5-fluoropyridin-2-yl)methoxy)-1-(5-(methyl-d3)-2,3,4,5-tetrahydro-1H-pyrido[4,3-b]indol-7-yl-4,4-d2)pyridin-2(1H)-one FC=1C=CC(=NC1)COC1=CC(N(C=C1)C=1C=CC=2C3=C(N(C2C1)C([2H])([2H])[2H])C(CNC3)([2H])[2H])=O